ClC1=C(C(=CC=C1)N1CCN(CC1)C(C)C)NC(=O)N1CCC(CC1)(C)C1=NOC(=N1)[C@@H]1[C@@H](C1)F N-{2-chloro-6-[4-(propan-2-yl)piperazin-1-yl]phenyl}-4-{5-[(1R,2R)-2-fluorocyclopropyl]-1,2,4-oxadiazole-3-yl}-4-methylpiperidine-1-carboxamide